2-(2-(4-fluoro-3-nitrophenoxy)acetyl)-8-(3-(trifluoromethyl)phenyl)-1,3,4,12a-tetrahydrobenzo[e]pyrazino[1,2-a][1,4]diazepine-6,12(2H,11H)-dione FC1=C(C=C(OCC(=O)N2CC3N(C(C4=C(NC3=O)C=CC(=C4)C4=CC(=CC=C4)C(F)(F)F)=O)CC2)C=C1)[N+](=O)[O-]